2-(6-(1-benzyl-1H-pyrazole-4-carbonyl)-2-((S)-2,2-dimethylcyclopropane-1-carbonyl)-2,6-diazaspiro[3.4]octan-8-yl)oxazole-4-carboxylic acid C(C1=CC=CC=C1)N1N=CC(=C1)C(=O)N1CC2(CN(C2)C(=O)[C@@H]2C(C2)(C)C)C(C1)C=1OC=C(N1)C(=O)O